C1(CCC1)N1C(=NC2=C1C=C(C=C2)C(=O)NCCC(=O)O)C2=CC(=C(C(=C2)OC)OC)OC 3-(1-cyclobutyl-2-(3,4,5-trimethoxyphenyl)-1H-benzo[d]imidazole-6-carboxamido)propanoic acid